C(C)C(COC1=CC(=C(C=O)C=C1)O)CCCC 4-[(2-ethylhexyl)oxy]-2-hydroxybenzaldehyde